BrCC1=CC=C(C=C1)NC([C@H](CCCNC(=O)N)NC([C@H](C(C)C)NC(OCC1C2=CC=CC=C2C=2C=CC=CC12)=O)=O)=O (9H-fluoren-9-yl)methyl ((S)-1-(((S)-1-((4-(bromomethyl)phenyl)amino)-1-oxo-5-ureidopentan-2-yl)amino)-3-methyl-1-oxobutan-2-yl)carbamate